Magnesium Phosphorus Glucose O=C[C@H](O)[C@@H](O)[C@H](O)[C@H](O)CO.[P].[Mg]